C[P+](CC(C)C)(C)C Trimethyl-(isobutyl)phosphonium